C(C)OC(=O)C1CN(CCC1=O)C(=O)OC(C)(C)C 4-oxopiperidine-1,3-dicarboxylic acid 1-tert-butyl 3-ethyl ester